O=C1NC(CCC1N1C(C2=CC=C(C=C2C1=O)NCCCCCCC(=O)N1CCN(CC1)C1=NC(=CC=C1)C1=CN=C2N1N=C(C=C2)N2[C@H](CCC2)C2=CC(=CC=C2)F)=O)=O 2-(2,6-dioxopiperidin-3-yl)-5-((7-(4-(6-(6-((R)-2-(3-fluorophenyl)pyrrolidin-1-yl)imidazo[1,2-b]pyridazin-3-yl)pyridin-2-yl)piperazin-1-yl)-7-oxoheptyl)amino)isoindoline-1,3-dione